ClC1=C2C(=CNC2=C(C=C1)N1C[C@@H](CCC1)C=1C=NC(=CC1)N1CCC(CC1)CN1CCC(CC1)N1C=CC2=C(C=CC=C12)N1C(NC(CC1)=O)=O)C#N |o1:12| 4-Chloro-7-[(3S*)-3-{6-[4-({4-[4-(2,4-dioxo-1,3-diazinan-1-yl)-1H-indol-1-yl]piperidin-1-yl}methyl)piperidin-1-yl]pyridin-3-yl}piperidin-1-yl]-1H-indole-3-carbonitrile